ClC=1C=2N(C=CN1)C(=NC2Br)C 8-chloro-1-bromo-3-methylimidazo[1,5-a]pyrazine